2-tert.butylamino-methyl-1,4-dimethyl-piperazine C(C)(C)(C)NC1(N(CCN(C1)C)C)C